C(CCCC)[C@@H]1CC[C@H](CC1)COC1=C(C(=CC=C1)F)F 1-((trans-4-pentylcyclohexyl)methoxy)-2,3-difluorobenzene